CS(=O)(=O)OCC1=C2CN(CC2=CC=C1)C=1C=NN(C(C1C(F)(F)F)=O)COCC[Si](C)(C)C [2-[6-oxo-5-(trifluoromethyl)-1-[[2-(trimethylsilyl)ethoxy]methyl]-1,6-dihydropyridazin-4-yl]-2,3-dihydro-1H-isoindol-4-yl]methyl methanesulfonate